N1C(=CC2=CC=CC=C12)CS(=O)(=O)O indolmethanesulfonic acid